(S)-N-(6-fluoro-2,3-dimethyl-4-((3-(2-(piperidin-3-ylamino)-pyrimidin-4-yl)pyridin-2-yl)oxy)phenyl)-1-phenyl-methanesulfonamide FC1=CC(=C(C(=C1NS(=O)(=O)CC1=CC=CC=C1)C)C)OC1=NC=CC=C1C1=NC(=NC=C1)N[C@@H]1CNCCC1